FC1(CN(C1)C(=O)N1[C@H]([C@]2(C[C@H]1C)NC(COC2)=O)CO[C@@H]2CC[C@@H](CC2)C2=CC=CC=C2)F (1R,3R,5S)-2-(3,3-difluoroazetidine-1-carbonyl)-3-methyl-1-({[(CIS)-4-phenylcyclohexyl]oxy}methyl)-9-oxa-2,6-diazaspiro[4.5]decan-7-one